C(#C)C1=C2C(=CN=CC2=CC=C1F)C1=C(C=2N=C(N=C(C2C=N1)N1C[C@H]2CC[C@@H](C1)O2)N2CC1CCC(C2)N1C)F (1R,5S)-3-(7-(5-ethynyl-6-fluoroisoquinolin-4-yl)-8-fluoro-2-(8-methyl-3,8-diazabicyclo[3.2.1]octan-3-yl)pyrido[4,3-d]pyrimidin-4-yl)-8-oxa-3-azabicyclo[3.2.1]octane